(3R,4S)-4-(4-Chloroanilino)-3-methyl-piperidine-1-carboxylic acid tert-butyl ester C(C)(C)(C)OC(=O)N1C[C@H]([C@H](CC1)NC1=CC=C(C=C1)Cl)C